FS(C1=CC=C(C=C1)N[C@@H]1CC[C@H](CC1)S(=O)(=O)C1=CC=C(C=C1)C1=CC=C(N=N1)C(=O)N)(F)(F)(F)F 6-(4-{[trans-4-{[4-(pentafluoro-λ6-sulfanyl)phenyl]Amino}cyclohexyl]sulfonyl}phenyl)pyridazine-3-carboxamide